(1H-indazol-7-yl)(2-methyl-3-phenyl-2,4,5,7-tetrahydro-6H-pyrazolo[3,4-c]pyridin-6-yl)methanone N1N=CC2=CC=CC(=C12)C(=O)N1CC=2C(CC1)=C(N(N2)C)C2=CC=CC=C2